N1N=CC(=C1)C1=CN=C2C(=N1)N(CCN2)CCC2CCOCC2 7-(1H-pyrazol-4-yl)-1-(2-(tetrahydro-2H-pyran-4-yl)ethyl)-3,4-dihydropyrazino[2,3-b]pyrazin